(S)-(1-(4-Oxocyclohexyl)propan-2-yl)carbamic acid tert-butyl ester C(C)(C)(C)OC(N[C@H](CC1CCC(CC1)=O)C)=O